(E)-N-(3-fluoro-2-methylphenyl)-2-(hydroxyimino)acetamide FC=1C(=C(C=CC1)NC(/C=N/O)=O)C